ClC1=C(NC2=CC=CC(=C12)Cl)C(=O)N1CCN(CC1)C(=O)[C@H]1OCCC1 (S)-(3,4-dichloro-1H-indol-2-yl)(4-(tetrahydrofuran-2-carbonyl)piperazin-1-yl)methanone